FC1(CN(C1)C(=O)C=1N=C2N(N1)[C@H](CC2)C2=CC=CC=C2)F |r| (3,3-difluoroazetidin-1-yl)-[rac-(5R)-5-phenyl-6,7-dihydro-5H-pyrrolo[1,2-b][1,2,4]triazol-2-yl]methanone